C(#CCC)C=1C(=NC=NC1)N 5-(but-1-yn-1-yl)pyrimidin-4-amine